S1C(C1)COC(CCC(O)OCC1SC1)O 1,4-bis(thiiran-2-ylmethoxy)-1,4-butanediol